C(C=1C(=C(C(=O)[O-])C(=CC1)N)C)C=1C(=C(C(=O)[O-])C(=CC1)N)C 3,3'-methylenebis(methyl-6-aminobenzoate)